(3R,9aR)-5-Hydroxy-3-methyl-6,10-dioxo-3,4,6,9,9a,10-hexahydro-2H-1-oxa-4a,8a-diaza-anthracene-7-carboxylic acid 4-fluoro-benzylamide FC1=CC=C(CNC(=O)C=2C(C(=C3C(N4C[C@H](CO[C@@H]4CN3C2)C)=O)O)=O)C=C1